C(C)N1CCN(CC1)S(=O)(=O)C1=NN(N=C1)C 1-ethyl-4-((2-methyl-2H-1,2,3-triazol-4-yl)sulfonyl)piperazin